C(C)(C)N1CCN(CC1)CCNC=1C=CC(=NC1)N N5-(2-(4-isopropylpiperazin-1-yl)ethyl)pyridine-2,5-diamine